2-(3,4-bis((4-methoxybenzyl)oxy)phenyl)-4,4,5,5-tetramethyl-1,3,2-dioxaborolane COC1=CC=C(COC=2C=C(C=CC2OCC2=CC=C(C=C2)OC)B2OC(C(O2)(C)C)(C)C)C=C1